dicyclopentadiene diformate manganese [Mn+2].C(=O)[O-].C(=O)[O-].C1=CC=CC1.C1=CC=CC1